CC1CC1 methyl-cyclopropane